Cl.C1(CC1)CN1CC(CCC1)C(=O)C1=CC2=CC=C(C=C2C=C1)N(C)C (1-(cyclopropylmethyl)piperidin-3-yl)(6-(dimethylamino)naphthalen-2-yl)methanone hydrochloride